BrC=1C=C2CC(N(C2=CC1OC)C)=O 5-Bromo-1-methyl-6-methoxyindol-2-one